COC1=C(C=C(C=N1)NS(=O)(=O)C)\C=C\[C@@H]1C[C@H](C1)C(F)(F)F N-(6-methoxy-5-((E)-2-(trans-3-(trifluoromethyl)cyclobutyl)vinyl)pyridin-3-yl)methanesulfonamide